1-O-stearyl-glycerin tert-butyl-N-[5-[[2-[(2S,5S)-4,4-difluoro-5-methyl-2-(6-methyl-3-pyridyl)-1-piperidyl]-2-oxo-acetyl]amino]-3-methyl-2-pyridyl]carbamate C(C)(C)(C)N(C(O)=O)C1=NC=C(C=C1C)NC(C(=O)N1[C@@H](CC([C@H](C1)C)(F)F)C=1C=NC(=CC1)C)=O.C(CCCCCCCCCCCCCCCCC)OCC(O)CO